ClC=1C=CC2=C(CC3(CC=4N2C(=NN4)N4CCN(CC4)C4=NC=CC=C4)OCCO3)C1 8'-chloro-1'-[4-(pyridin-2-yl)piperazin-1-yl]-4'H,6'H-spiro[1,3-dioxolane-2,5'-[1,2,4]triazolo[4,3-a][1]benzazepine]